2-(Ethyl-methyl-amino)-4-methyl-6-morpholin-4-yl-N-(4,4,4-trifluoro-butyl)-pyridine-3-carboxylic acid amide C(C)N(C1=NC(=CC(=C1C(=O)NCCCC(F)(F)F)C)N1CCOCC1)C